(2S,3S)-2-((4-Hydroxyphenyl)amino)-1-morpholino-3-phenylbutan-1-one OC1=CC=C(C=C1)N[C@H](C(=O)N1CCOCC1)[C@@H](C)C1=CC=CC=C1